5-(4-((1R,5S)-3,8-diazabicyclo[3.2.1]oct-3-yl)-6-chloro-8-fluoro-2-(((S)-1-methylpyrrolidin-2-yl)methoxy)quinazolin-7-yl)naphthalene-2-ol [C@H]12CN(C[C@H](CC1)N2)C2=NC(=NC1=C(C(=C(C=C21)Cl)C2=C1C=CC(=CC1=CC=C2)O)F)OC[C@H]2N(CCC2)C